1-phenylethyl 2,6-dimethyl-7-oxo-4-(4,4,4-trifluoro-3-hydroxy-3-phenyl-but-1-ynyl)-1H-pyrrolo[2,3-c]pyridine-3-carboxylate CC1=C(C2=C(C(N(C=C2C#CC(C(F)(F)F)(C2=CC=CC=C2)O)C)=O)N1)C(=O)OC(C)C1=CC=CC=C1